glycerol tetraoleate C(CCCCCCC\C=C/CCCCCCCC)(=O)O.C(CCCCCCC\C=C/CCCCCCCC)(=O)O.C(CCCCCCC\C=C/CCCCCCCC)(=O)O.C(CCCCCCC\C=C/CCCCCCCC)(=O)O.OCC(O)CO